C1(=CC=C(C=C1)N1N=CC=C1)C 1-(p-tolyl)-1H-pyrazole